O1C(=NCC1)/C=C/C(=O)NC=1SC=CN1 (E)-3-(4,5-Dihydro-oxazol-2-yl)-N-thiazol-2-yl-acrylamide